4-morpholino-1-(piperidin-4-yl)-1H-benzo[d]imidazol O1CCN(CC1)C1=CC=CC=2N(C=NC21)C2CCNCC2